di(2-chloroethyl) sulfone ClCCS(=O)(=O)CCCl